2-((benzyloxy) methyl)-2-methylpropane-1,3-diylbis(2-(4-methylcyclohexyl) acetate) C(C1=CC=CC=C1)OCC(CC(C(=O)[O-])C1CCC(CC1)C)(CC(C(=O)[O-])C1CCC(CC1)C)C